4-nitro-1-(tetrahydro-2H-pyran-4-yl)-1H-pyrazol-3-ol [N+](=O)([O-])C=1C(=NN(C1)C1CCOCC1)O